N-(1,1'-biphenyl-2-yl)-N-(3,3'',5,5''-Tetra-t-butyl-1,1':3',1''-terphenyl-5'-yl)-9,9-dimethyl-9H-fluoren-2-amine C1(=C(C=CC=C1)N(C1=CC=2C(C3=CC=CC=C3C2C=C1)(C)C)C=1C=C(C=C(C1)C1=CC(=CC(=C1)C(C)(C)C)C(C)(C)C)C1=CC(=CC(=C1)C(C)(C)C)C(C)(C)C)C1=CC=CC=C1